BrC1=C(C=C(C=C1)I)CCC1=CC=CC=2OC(OC21)C [2-(2-bromo-5-iodophenyl)ethyl]-2-methyl-1,3-benzodioxole